C(C)O[Si](CCCSCN(C1=NC(=NC(=N1)N(COC)COC)N(COC)CSCCC[Si](OCC)(OCC)OCC)COC)(OCC)OCC N,N''-bis-(5-triethoxysilyl-2-thiapentyl)-N,N',N',N''-tetrakis-methoxymethyl-[1,3,5]triazine-2,4,6-triamine